C(C)(C)N1CCC(CC1)NC1=CC(=NC2=CC(=C(C=C12)OC)OCCCN1CCCC1)C#N 4-((1-isopropylpiperidin-4-yl)amino)-6-methoxy-7-(3-(pyrrolidin-1-yl)propoxy)quinoline-2-carbonitrile